C[C@H](CCC=C)O[C@@H]1O[C@H]([C@@H](C[C@H]1O)O)C (2R,3R,5R,6S)-2-[(2R)-hex-5-en-2-yloxy]-6-methyloxane-3,5-diol